1-(2-furyl)-1-propanone O1C(=CC=C1)C(CC)=O